ethyl 5-bromo-[1,2,3]triazolo[1,5-a]pyridine-3-carboxylate BrC1=CC=2N(C=C1)N=NC2C(=O)OCC